ethyl 6-[[tert-butoxycarbonyl-[5-(1-cyanocyclopropyl)-3-ethylsulfonyl-2-pyridyl]amino]methyl]-2,2-difluoro-1,3-benzodioxole-5-carboxylate C(C)(C)(C)OC(=O)N(C1=NC=C(C=C1S(=O)(=O)CC)C1(CC1)C#N)CC=1C(=CC2=C(OC(O2)(F)F)C1)C(=O)OCC